C[Si](CCOCN1C=NC2=C1C=CC=C2)(C)C 1-((2-(trimethylsilyl)ethoxy)methyl)-1H-benzo[d]Imidazole